C1(CCC1)C(C)(C1=NN=CN1C)C=1C=C(C=CC1)N1C(C2=CC=CC(=C2C1)C(F)(F)F)=O 2-(3-(1-cyclobutyl-1-(4-methyl-4H-1,2,4-triazol-3-yl)ethyl)phenyl)-4-(trifluoromethyl)isoindolin-1-one